NC1=C2C(=NC=N1)N(N=C2C2=CC=C(C=C2)OC2=CC=CC=C2)C2CCN(CC2)C2C(CN(CC2)C2CN(C2)C(=O)OC(C)(C)C)F Cis-tert-butyl 3-(4-(4-amino-3-(4-phenoxyphenyl)-1H-pyrazolo[3,4-d]pyrimidin-1-yl)-3'-fluoro-[1,4'-bipiperidin]-1'-yl)azetidine-1-carboxylate